Benzyl (2S)-2-hydroxypropanoate O[C@H](C(=O)OCC1=CC=CC=C1)C